{6-[7-(1-cyclopropyl-piperidin-4-ylmethoxy)-imidazo[1,2-a]pyridin-3-yl]-pyrimidin-4-yl}-[4-(1-methyl-1H-pyrazol-4-yl)-benzyl]-amine C1(CC1)N1CCC(CC1)COC1=CC=2N(C=C1)C(=CN2)C2=CC(=NC=N2)NCC2=CC=C(C=C2)C=2C=NN(C2)C